CN(C(C(C)C)=O)C=1C=NC(=CC1C1=C(C=CC=C1)C)N1CCN(CC1)C N,2-dimethyl-N-(6-(4-methylpiperazine-1-yl)-4-(o-tolyl)pyridin-3-yl)propionamide